(3S,4S)-4-fluoropyrrol-3-ol FC=1C(=CNC1)O